3-(4-amino-7-methyl-5-(4-((6-methylpyridin-2-yl)oxy)phenyl)-7H-pyrrolo[2,3-d]pyrimidin-6-yl)pyrrolidin-3-ol NC=1C2=C(N=CN1)N(C(=C2C2=CC=C(C=C2)OC2=NC(=CC=C2)C)C2(CNCC2)O)C